[Fe].[Ni] nickel iron